3-benzylidene-6-[(5-tert-butyl-1H-imidazol-4-yl)methylene]Piperazine-2,5-dione C(C1=CC=CC=C1)=C1C(NC(C(N1)=O)=CC=1N=CNC1C(C)(C)C)=O